COC1=NC=2CCN(CC2C=C1NC1=NC2=C(C=CC=C2C=N1)C=1C=C2C=NN(C2=CC1)C)C N-(2-methoxy-6-methyl-5,6,7,8-tetrahydro-1,6-naphthyridin-3-yl)-8-(1-methyl-1H-indazol-5-yl)quinazolin-2-amine